N1(CCCCC1)C(=O)[C@@H]1C[C@@H](CCC1)NC(OC(C)(C)C)=O tert-butyl N-[(1R,3S)-3-(piperidine-1-carbonyl) cyclohexyl]carbamate